(7-amino-2-((6-methylpyridin-2-yl)methyl)-4-(pyrimidin-4-yl)-2H-pyrazolo[3,4-c]pyridin-5-yl)benzonitrile NC1=NC(=C(C=2C1=NN(C2)CC2=NC(=CC=C2)C)C2=NC=NC=C2)C2=C(C#N)C=CC=C2